methyl 2-[4-[2-[1-(6,7-dihydro-5H-pyrrolo[1,2-c]imidazol-1-yl)-2-oxo-2-(thiazol-2-ylamino)ethyl]-7-fluoro-3-oxo-isoindolin-5-yl]phenyl]-2-azaspiro[3.3]heptane-6-carboxylate C1(=C2N(C=N1)CCC2)C(C(NC=2SC=CN2)=O)N2CC1=C(C=C(C=C1C2=O)C2=CC=C(C=C2)N2CC1(C2)CC(C1)C(=O)OC)F